9,10-bis(3,5-dihydroxyphenyl)anthracene OC=1C=C(C=C(C1)O)C=1C2=CC=CC=C2C(=C2C=CC=CC12)C1=CC(=CC(=C1)O)O